2-((1-(methylsulfonyl)piperidin-4-yl)amino)-7-oxo-8-(spiro[2.4]heptan-4-yl)-7,8-dihydropyrido[2,3-d]pyrimidine-6-carbonitrile CS(=O)(=O)N1CCC(CC1)NC=1N=CC2=C(N1)N(C(C(=C2)C#N)=O)C2C1(CC1)CCC2